(2S)-1-(4-(methoxyformyl)phenyl)-5-(4-(trifluoromethyl)phenyl)piperidine-2-carboxylic acid COC(=O)C1=CC=C(C=C1)N1[C@@H](CCC(C1)C1=CC=C(C=C1)C(F)(F)F)C(=O)O